(phenyl)(dimethylfluorenyl)(carbazolyldimethylfluorenyl)amine C1(=CC=CC=C1)N(C1=C(C(=C(C=2C3=CC=CC=C3CC12)C1=CC=CC=2C3=CC=CC=C3NC12)C)C)C1=C(C(=CC=2C3=CC=CC=C3CC12)C)C